(3R)-4-(7-(3,3-difluoroazetidin-1-yl)-3-(3-methyl-1-(tetrahydro-2H-pyran-2-yl)-1H-pyrazol-5-yl)isothiazolo[4,5-b]pyridin-5-yl)-3-methylmorpholine FC1(CN(C1)C1=C2C(=NC(=C1)N1[C@@H](COCC1)C)C(=NS2)C2=CC(=NN2C2OCCCC2)C)F